tert-butyl N-[[(3R)-4-(6-chloropyridazin-3-yl) morpholin-3-yl]methyl]carbamate ClC1=CC=C(N=N1)N1[C@@H](COCC1)CNC(OC(C)(C)C)=O